N1=CNC=2C1=CCCC2 5,6-dihydrobenzimidazole